ClC1=CC2=C(N=CN(C2=O)CC2(CCN(CC2)C(C2=CC=C(C=C2)Cl)=O)O)N1C1=CC=C(C=C1)[C@H]1NC[C@@H](OC1)C 6-Chloro-3-((1-(4-chlorobenzoyl)-4-hydroxypiperidin-4-yl)methyl)-7-(4-((3R,6S)-6-methylmorpholin-3-yl)phenyl)-3,7-dihydro-4H-pyrrolo[2,3-d]pyrimidin-4-one